isopropyl 5-bromo-2-chloro-4-fluorobenzoate BrC=1C(=CC(=C(C(=O)OC(C)C)C1)Cl)F